C1(=CC=CC=C1)S(=O)(=O)N1C=CC=2C1=NC=CC2C2=CC(=C(N)C=C2)Cl 4-[1-(Benzenesulfonyl)pyrrolo[2,3-b]pyridin-4-yl]-2-chloro-aniline